C(C1=CC=CC=C1)(=O)O[C@@H]1[C@H](O[C@H]([C@H]1F)N1C(N=C(C=C1)N)=O)COC(C1=CC=CC=C1)=O (2R,3R,4S,5R)-5-(4-amino-2-oxopyrimidin-1(2H)-yl)-2-((benzoyloxy)methyl)-4-fluorotetrahydrofuran-3-yl benzoate